FC([C@H](OC1=NN(C2=NN=C(C=C21)C=2C(NC(NC2)=O)=O)C)C=2C=NC=C(C2)OCC(F)(F)F)F 5-[3-[(1R)-2,2-difluoro-1-[5-(2,2,2-trifluoroethoxy)-3-pyridyl]ethoxy]-1-methyl-pyrazolo[3,4-c]pyridazin-5-yl]-1H-pyrimidine-2,4-dione